(1S,3R)-3-(8-amino-1-{4-[(4-cyclopropylpyridin-2-yl)carbamoyl]-2-ethoxy-6-fluorophenyl}imidazo[1,5-a]pyrazin-3-yl)-1,2,2-trimethylcyclopentanecarboxylic acid NC=1C=2N(C=CN1)C(=NC2C2=C(C=C(C=C2F)C(NC2=NC=CC(=C2)C2CC2)=O)OCC)[C@H]2C([C@](CC2)(C(=O)O)C)(C)C